C(C)(C)(C)NCC1=NC(=CC=C1)CNC(C)(C)C 2,6-di(t-butylaminomethyl)pyridine